(2-Chloro-5-fluorophenyl)(5-{[2-(4-chlorophenyl)imidazo[1,2-a]pyridin-3-yl]methyl}-2,5-diazabicyclo[2.2.2]oct-2-yl)methanone ClC1=C(C=C(C=C1)F)C(=O)N1C2CN(C(C1)CC2)CC2=C(N=C1N2C=CC=C1)C1=CC=C(C=C1)Cl